2-Fluoro-8-methoxy-3-methylquinoline-6-carboxylic acid FC1=NC2=C(C=C(C=C2C=C1C)C(=O)O)OC